O-nitro-p-tert-butylphenol [N+](=O)([O-])OC1=CC=C(C=C1)C(C)(C)C